(1-(6-cyclopropyl-8-(3-methyl-2,4-dioxoimidazolidin-1-yl)imidazo[1,2-b]pyridazin-2-yl)ethyl)-2-methylpropane-2-sulfinamide C1(CC1)C=1C=C(C=2N(N1)C=C(N2)C(C)CC(C)(S(=O)N)C)N2C(N(C(C2)=O)C)=O